ClC=1N=C(C=2N(C1)N=CC2F)C=2CCN(CC2)C(=O)OC(C)(C)C tert-butyl 4-(6-chloro-3-fluoro-pyrazolo[1,5-a]pyrazin-4-yl)-3,6-dihydro-2H-pyridine-1-carboxylate